FC(C1=CC2=CNC=C2C=C1)(F)F 5-(trifluoromethyl)isoindol